COC(OC)C1=NC=2NCCCC2C=C1C=O (dimethoxymethyl)-5,6,7,8-tetrahydro-1,8-naphthyridine-3-carbaldehyde